FC=1C=C(CC=2C=NN(C2)C(=O)N[C@@H]2C(N(C3=C(OC2)C=CC(=C3)C(=O)N3CCCCC3)C)=O)C=CC1 (S)-4-(3-fluorobenzyl)-N-(5-methyl-4-oxo-7-(piperidine-1-carbonyl)-2,3,4,5-tetrahydrobenzo[b][1,4]oxazepin-3-yl)-1H-pyrazole-1-carboxamide